NC1=C(C=NN1C1=C(C=CC=C1F)F)C(=O)N1C[C@@]2(CCC1)C1=C(NC(O2)=O)C=CC(=C1F)Cl (R)-1'-(5-Amino-1-(2,6-difluorophenyl)-1H-pyrazole-4-carbonyl)-6-chloro-5-fluorospiro[benzo[d][1,3]oxazine-4,3'-piperidin]-2(1H)-one